BrC1=C(C(=CC=C1)OC(F)F)[C@@H](CC(C#N)O[Si](C)(C)C)NC1=C(C=CC(=C1)Cl)[N+](=O)[O-] (4R)-4-[2-bromo-6-(difluoromethoxy)phenyl]-4-[(5-chloro-2-nitrophenyl)amino]-2-[(trimethylsilyl)oxy]butanenitrile